Cl.N1CCC(CCC1)C(=O)C1=CN(C2=CN=CC=C21)C2=C(C(=O)N(C(C)C)C(C)C)C=C(C=C2)F 2-(3-(Azepane-4-carbonyl)-1H-pyrrolo[2,3-c]pyridin-1-yl)-5-fluoro-N,N-diisopropylbenzamide hydrochloride